FC1=C(C=C(C(=C1)OC)OCC=1C=C2C=CC=NC2=CC1)N1C(NC=2C(C1=O)=C(SC2)C(=O)O)=O 3-[2-fluoro-4-methoxy-5-(quinolin-6-yl-methoxy)phenyl]-2,4-dioxo-1H-thieno[3,4-d]pyrimidine-5-carboxylic acid